COC1=CC=C(CNC2=NC3=CC=C(C=C3C=C2C(F)(F)F)C(=O)OCC)C=C1 ethyl 2-((4-methoxybenzyl)amino)-3-(trifluoromethyl)quinoline-6-carboxylate